BrC=1C=2N(C=C(C1)OC)N=CC2CC#N 2-(4-Bromo-6-methoxypyrazolo[1,5-a]pyridin-3-yl)acetonitrile